2-Amino-5-fluoro-1-(3-methoxy-2,6-dimethylphenyl)-6-methyl-1H-pyrrolo[2,3-b]pyridine-3-carbonitrile NC1=C(C=2C(=NC(=C(C2)F)C)N1C1=C(C(=CC=C1C)OC)C)C#N